5-ethynyl-4-(8-fluoro-2-(((2R,7aS)-2-fluoro-tetrahydro-1H-pyrrolizin-7a(5H)-yl)methoxy)-4-(1,4-oxazepan-4-yl)pyrido[4,3-d]pyrimidin-7-yl)naphthalen-2-ol C(#C)C1=C2C(=CC(=CC2=CC=C1)O)C1=C(C=2N=C(N=C(C2C=N1)N1CCOCCC1)OC[C@]12CCCN2C[C@@H](C1)F)F